N1=NC(=CC=C1)CN1C=CC=2C1=NC(=CN2)NC2=NNC(=C2)[C@@H]2COCC2 (R)-5-(pyridazin-3-ylmethyl)-N-(5-(tetrahydrofuran-3-yl)-1H-pyrazol-3-yl)-5H-pyrrolo[2,3-b]pyrazin-3-amine